NC(CCCC[NH3+])C(=O)O 5-amino-5-carboxypentan-1-aminium